C(C)(C)C1=C(NC2=CC=C(C=C12)C1CCC(CC1)N1CCN(CC1)CCOC)C=1C=C(C=2N(C1)N=CN2)OC 6-(3-isopropyl-5-(4-(4-(2-methoxyethyl)piperazin-1-yl)cyclohexyl)-1H-indol-2-yl)-8-methoxy-[1,2,4]triazolo[1,5-a]pyridine